Tert-butyl 3-(7-((tert-butyldimethylsilyl)oxy)-6-methoxy-1,3-dioxo-1,3-dihydro-2H-benzo[4,5]thieno[2,3-c]pyrrol-2-yl)propanoate [Si](C)(C)(C(C)(C)C)OC=1C(=CC2=C(C3=C(C(N(C3=O)CCC(=O)OC(C)(C)C)=O)S2)C1)OC